CN(CCOC=1C=C2CCN(CC2=C(C1)NC)C(=O)OC(C)(C)C)C tert-Butyl 6-(2-(dimethylamino)ethoxy)-8-(methylamino)-3,4-dihydroisoquinoline-2(1H)-carboxylate